Cl.C12(CC3CC(CC(C1)C3)C2)N Adamantaneamine HCl